BrC1=C(C=O)C=C(C(=C1Br)OCC1=C(C=CC=C1)C(F)(F)F)OC 2,3-dibromo-5-methoxy-4-((2-trifluoromethyl-phenyl)methoxy)benzaldehyde